AZIDO-AMINE N(=[N+]=[N-])N